COC1=C(C[NH-])C=CC=C1 2-methoxybenzylAmide